C(C)(C)(C)OC(=O)NC1=C(C=C(C=C1)C1=CC=C(C=C1)F)NC(=O)C=1C=CC(=NC1)CS(=NC(OC(C)(C)C)=O)(=O)C tert-butyl N-[[5-[[2-(tert-butoxycarbonylamino)-5-(4-fluorophenyl)phenyl]carbamoyl]-2-pyridyl]methyl-methyl-oxo-sulfanylidene]carbamate